2-[(2-methoxyphenyl)methyl]-6-(pyrazin-2-yl)-2H-pyrazolo[3,4-d]pyrimidin-4-amine COC1=C(C=CC=C1)CN1N=C2N=C(N=C(C2=C1)N)C1=NC=CN=C1